imino((6-(7-methoxyquinolin-4-yl)pyridin-3-yl)methyl)(methyl)-λ6-sulfanone N=S(=O)(C)CC=1C=NC(=CC1)C1=CC=NC2=CC(=CC=C12)OC